(E)-N-(2-(6-methoxy-2-oxo-2,3-dihydro-1,3-benzoxazol-3-yl)ethyl)-3-(2-chlorophenyl)acrylamide COC1=CC2=C(N(C(O2)=O)CCNC(\C=C\C2=C(C=CC=C2)Cl)=O)C=C1